CS(=O)(=O)N1CCNCCC1 4-(methylsulfonyl)-1,4-diazepan